2-(((R)-1-(2-cyano-3-(4-(2-((S)-2,2-difluorocyclopropyl)acetyl)piperazin-1-yl)-7-methylquinoxalin-5-yl)ethyl)amino)benzoic acid C(#N)C1=NC2=CC(=CC(=C2N=C1N1CCN(CC1)C(C[C@@H]1C(C1)(F)F)=O)[C@@H](C)NC1=C(C(=O)O)C=CC=C1)C